2-(3-methoxyphenyl)-4-((4-(2-(piperazin-1-yl)ethoxy)phenyl)amino)pyrimido[4,5-d]pyridazin-5(6H)-one COC=1C=C(C=CC1)C=1N=C(C2=C(C=NNC2=O)N1)NC1=CC=C(C=C1)OCCN1CCNCC1